ICCC[Si](OCC)(OCC)C iodopropyl-methyl-diethoxysilane